ClCC1=CC=C(OCC2=CC(=CC=C2)F)C=C1 1-((4-(chloromethyl)phenoxy)methyl)-3-fluorobenzene